O1CCC(CC1)OC(=O)C1=C(NC=2C[C@H](CC(C2[C@@H]1C1=CC(=CC=C1)O)=O)C1=C(C=CC=C1)OC)C (4S,7R)-4-(3-hydroxyphenyl)-7-(2-methoxyphenyl)-2-methyl-5-oxo-1,4,5,6,7,8-hexahydro-3-quinolinecarboxylic acid tetrahydro-2H-pyran-4-yl ester